IC1=CC(=C(C(=O)NNC(=O)C2=NC(=NC(=C2)C)N2CC(CC(C2)(F)F)(F)F)C=C1)N1CCC2(CC2)CC1 N'-(4-iodo-2-(6-azaspiro[2.5]octan-6-yl)benzoyl)-6-methyl-2-(3,3,5,5-tetrafluoropiperidin-1-yl)pyrimidine-4-carbohydrazide